[Na+].C(C=C)OCC(CS(=O)(=O)[O-])C(=O)[O-].[Na+] 3-allyloxy-2-carboxyl-1-propanesulfonic acid sodium salt